4-[4-(1-isopropyl-4-piperidyl)butyl]piperidin C(C)(C)N1CCC(CC1)CCCCC1CCNCC1